ClC1=C2C(C3C(OC4=C3C=CC(=C4)C4CC4)(C2=C(C=C1)[N+](=O)[O-])O)=O chloro-7-cyclopropyl-4b-hydroxy-4-nitro-4b,9b-dihydro-10H-indeno[1,2-b]benzofuran-10-one